C(C)(C)(C)OC(=O)N1C[C@H]([C@@H](CC1)NC1=NN2C(C=N1)=CN=C2C2(CC2)CC)F.ICCC[Si](O[Si](C)(C)C)(O[Si](C)(C)C)O[Si](C)(C)C 3-iodopropyl-[tri(trimethylsiloxy)]silane tert-butyl-(3R,4R)-4-{[7-(1-ethylcyclopropyl)imidazo[4,3-f][1,2,4]triazin-2-yl]amino}-3-fluoropiperidine-1-carboxylate